C(C)(C)(C)C1=CC=C(C=C1)N(C(=O)[C@@H]1NC[C@@H](C1)OC)C(C(=O)NC1CCC(CC1)(F)F)(C=1C=NC=CC1)C (2R,4R)-N-(4-tert-butylphenyl)-N-[2-[(4,4-difluorocyclohexyl)amino]-1-methyl-2-oxo-1-(3-pyridyl)ethyl]-4-methoxy-pyrrolidine-2-carboxamide